ClC1=C(C(=CC=C1)Cl)C1=NOC(=C1C1=CC2(C1)CCN(CC2)C=2SC1=C(N2)C(=CC=C1)F)C(C)C 2-(2-(3-(2,6-Dichlorophenyl)-5-isopropylisoxazol-4-yl)-7-azaspiro[3.5]non-1-en-7-yl)-4-fluorobenzo[d]thiazol